BrC=1C=CC2=C(N=C(S2)C2CC3(CN(C3)C)C2)C1 5-bromo-2-(2-methyl-2-Azaspiro[3.3]heptan-6-yl)benzo[d]thiazole